6-fluoro-8-methoxyquinazoline-2,4-diol FC=1C=C2C(=NC(=NC2=C(C1)OC)O)O